O(C1=CC=CC=C1)CC(=O)NO phenoxy-N-hydroxyacetamide